N=S1(C[C@@H](C=C1)N1C(C(=CC=C1C1=CC=C(C=C1)C)C(=O)N)=O)=O ((3R)-1-imino-1-oxo-2,3-dihydro-1H-1λ6-thiophen-3-yl)-2-oxo-6-(4-methylphenyl)-1,2-dihydropyridine-3-carboxamide